C(C)(C)N1C(OC2=C1C=CC(=C2)[N+](=O)[O-])=O 3-isopropyl-6-nitrobenzo[d]oxazol-2(3H)-one